N1C=NC2=C1C=CC(=C2)C2=NN=C(O2)C=2C=CC(=C(C#N)C2)NC2CC2 5-[5-(1H-1,3-benzo-diazol-5-yl)-1,3,4-oxadiazol-2-yl]-2-(cyclopropyl-amino)benzonitrile